tert-butylaminoethylaminotris(diethylamino)tantalum C(C)(C)(C)NCCN[Ta](N(CC)CC)(N(CC)CC)N(CC)CC